C(CCCCC(C)C)C(C(=O)[O-])S.C(CCCCC(C)C)C(C(=O)[O-])S.C(CCCCCCC)[Sn+2]CCCCCCCC dioctyltin bis(isooctyl-thioglycolate) salt